CC(C)(C(CC(CC(C)C)=O)=O)C 2,2,7-trimethyl-3,5-octanedione